C(C)(C)(C)OC(=O)N1CCCCC1 1-(tert-Butoxycarbonyl)piperidin